4-Bromo-5-Ethoxy-2-Methylbenzaldehyde BrC1=CC(=C(C=O)C=C1OCC)C